C(C)(C)(C)OC(=O)N1CC(C1)N(C)CCC tert-Butyl-3-[(2-methylethyl)(methyl)amino]azetidine-1-carboxylate